(E)-2-cyano-3-(1-(pyridin-4-yl)-1H-indol-3-yl)acrylic acid C(#N)/C(/C(=O)O)=C\C1=CN(C2=CC=CC=C12)C1=CC=NC=C1